COCCOCCOCC(=O)O [2-(2-Methoxyethoxy)ethoxy]acetic acid